2-Acryloylthiomethylthio-5-n-pentylthio-1,3,4-thiadiazole C(C=C)(=O)SCSC=1SC(=NN1)SCCCCC